(4-(tert-butyl)phenyl)(4-(2-(3,4-dihydroxy-5-methoxyphenyl)-1H-benzo[d]imidazol-5-yl)piperazin-1-yl)methanone C(C)(C)(C)C1=CC=C(C=C1)C(=O)N1CCN(CC1)C1=CC2=C(NC(=N2)C2=CC(=C(C(=C2)OC)O)O)C=C1